(N-[4-amino-5-[3-(hydroxymethyl)isoxazole-5-carbonyl]thiazol-2-yl]-4-fluoro-anilino)propanamide NC=1N=C(SC1C(=O)C1=CC(=NO1)CO)N(C1=CC=C(C=C1)F)C(C(=O)N)C